C(C1=CC=CC=C1)OC1=C(C=C2C(=NC(=NC2=C1)Cl)Cl)OC 7-(benzyloxy)-2,4-dichloro-6-methoxyquinazoline